CC1=CC=C(N=N1)CNC1=NC=NC2=C(C=C(C=C12)C=1SC(=CN1)C)OCCO 2-((4-(((6-methylpyridazin-3-yl)methyl)amino)-6-(5-methylthiazol-2-yl)quinazolin-8-yl)oxy)ethan-1-ol